5-(3-cyclopropylphenoxy)-3-(2-methylallyloxy)pyridazine-4-carboxylic acid C1(CC1)C=1C=C(OC=2C(=C(N=NC2)OCC(=C)C)C(=O)O)C=CC1